N-(2,4-difluoro-3-iodophenyl)-3-fluoro-4-methylbenzenesulfonamide FC1=C(C=CC(=C1I)F)NS(=O)(=O)C1=CC(=C(C=C1)C)F